3-(pent-4-en-1-yl)-6-methyl-quinazolinone C(CCC=C)N1C(N=C2C=CC(=CC2=C1)C)=O